C[C@H]1N(CCN(C1)C(=O)C1=C(C=C(C=C1)OC)F)C(=O)C1=C(C=C(C=C1)OC)F (R)-(2-methylpiperazine-1,4-diyl)bis((2-fluoro-4-methoxyphenyl)methanone)